BrC1=CC(=C(CN2C(OCC=3C=NC=4N=C(C=CC4C32)OC)=O)C=C1)F 1-(4-bromo-2-fluorobenzyl)-8-methoxy-1,4-dihydro-2H-[1,3]oxazino[5,4-c][1,8]naphthyridin-2-one